Cl.NC(C(=O)N1CCN(CC1)C(=O)NC1=NC(N(C=C1)C1=CC=2CCC(CC2C=C1)N1CCC(CC1)CCN)=O)(C)C 4-(2-amino-2-methylpropionyl)-N-(1-(6-(4-(2-aminoethyl)piperidin-1-yl)-5,6,7,8-tetrahydronaphthalen-2-yl)-2-oxo-1,2-dihydropyrimidin-4-yl)piperazine-1-carboxamide hydrochloride